4-{[2-(2-acetamidopyridin-4-yl)-3-(pyridin-2-yl)-1H-pyrrolo[3,2-b]pyridin-7-yl]amino}butanoic acid C(C)(=O)NC1=NC=CC(=C1)C1=C(C2=NC=CC(=C2N1)NCCCC(=O)O)C1=NC=CC=C1